2,5-dimethoxyphenyl-boric acid COC1=C(C=C(C=C1)OC)OB(O)O